N-(2,2-difluoroethyl)-6-(2-(quinolin-6-yl)-7H-pyrrolo[2,3-d]pyrimidin-5-yl)imidazo[1,2-a]pyridine-3-carboxamide FC(CNC(=O)C1=CN=C2N1C=C(C=C2)C2=CNC=1N=C(N=CC12)C=1C=C2C=CC=NC2=CC1)F